CC1=C(C(NC(=C1)C)=O)CNC(=O)C1=NC=2N(C(=C1C)OC1CCN(CC1)C([C@@H](C)O)=O)N=CC2 (R)-N-((4,6-dimethyl-2-oxo-1,2-dihydropyridin-3-yl)methyl)-7-((1-(2-hydroxypropionyl)piperidin-4-yl)oxy)-6-methylpyrazolo[1,5-a]pyrimidine-5-carboxamide